C1=CC=C(C=C1)[Si](C2=CC=CC=C2)(C3=CC=CC=C3)C4=CC(=CC=C4)[Si](C5=CC=CC=C5)(C6=CC=CC=C6)C7=CC=CC=C7 N,N'-dicarbazolyl-3,5-benzene